C[C@H]1O[C@H](CN(C1)C1=C(C(=CC(=N1)C1=NC2=CC(=NC=C2C=C1)CN)C)C)C (2-(6-((2R,6S)-2,6-dimethylmorpholino)-4,5-dimethylpyridin-2-yl)-1,6-naphthyridin-7-yl)methanamine